1-[2-(3,4-epoxycyclohexyl)ethyl]-1,1,3,3,3-pentamethyldisiloxane C1(CC2C(CC1)O2)CC[Si](O[Si](C)(C)C)(C)C